[Cl-].C(CCCCC)OC=1C(=NSN1)C1=CCC[N+](C1)(C(C(C)C)OC(CC)=O)C 5-(4-(Hexyloxy)-1,2,5-thiadiazol-3-yl)-1-methyl-1-(2-methyl-1-(propionyloxy)propyl)-1,2,3,6-tetrahydropyridin-1-ium chloride